COC1=C(NCC#CC=2C=C(C3=C(N(C=N3)CC(F)(F)F)C2)C(=O)NC2CCNCC2)C=CC(=C1)S(=O)(=O)C 6-[3-(2-methoxy-4-methylsulfonyl-anilino)prop-1-ynyl]-N-(4-piperidyl)-1-(2,2,2-trifluoroethyl)benzimidazole-4-carboxamide